O=C1NC(CCC1N1C(N(C2=C1C=CC=C2NC(CCCCCCNC2CC1(C2)CCC1)=O)C)=O)=O N-(1-(2,6-dioxopiperidin-3-yl)-3-methyl-2-oxo-2,3-dihydro-1H-benzo[d]imidazol-4-yl)-7-(spiro[3.3]heptan-2-ylamino)heptanamide